N1CC(C1)N1N=CC(=C1)C(=O)N[C@H]1C[C@H](CCC1)NC1=CC(=NC2=CC=C(C=C12)Cl)C(F)(F)F 1-(azetidin-3-yl)-N-[(1R,3S)-3-{[6-chloro-2-(trifluoromethyl)quinolin-4-yl]amino}cyclohexyl]-1H-pyrazole-4-carboxamide